FC(CCOCC1=CC=C(C=C1)OC)(C#C)F 1-(((3,3-difluoropent-4-yn-1-yl)oxy)methyl)-4-methoxybenzene